C(C=C)(=O)N1[C@H](CN(CC1)C1=NC(=NC2=CC(=CC=C12)C1=CC=CC=2CC3C(C12)C3)OCC31CCCN1CCC3)CC#N 2-((2S)-1-acryloyl-4-(2-((tetrahydro-1H-pyrrolizin-7a(5H)-yl)methoxy)-7-(1,1a,6,6a-tetrahydrocyclopropa[a]inden-2-yl)quinazolin-4-yl)piperazin-2-yl)acetonitrile